4,6-dichloro-2-methyl-5-pyrimidine-carbaldehyde ClC1=NC(=NC(=C1C=O)Cl)C